OC1=C(C=CC=C1OC)C=1NC=C(N1)C 2-(2-hydroxy-3-methoxyphenyl)-4(s)-methylimidazole